titanium zirconium manganese chromium [Cr].[Mn].[Zr].[Ti]